ClC=1C=CC2=C(C3(N(CC(N2)=O)CCO3)C3=C(C=CC=C3)Cl)C1 10-chloro-11b-(2-chlorophenyl)-2,3,7,11b-tetrahydrooxazolo[3,2-d][1,4]benzodiazepin-6(5H)-one